(3R,4R)-3-((S)-9-fluoro-5H-imidazo[5,1-a]isoindol-5-yl)tetrahydro-2H-pyran-4-ol FC=1C=CC=C2[C@@H](N3C(C12)=CN=C3)[C@@H]3COCC[C@H]3O